[Si](C)(C)(C(C)(C)C)OCC1=CN=C(N1COCC[Si](C)(C)C)C(=O)O 5-(((tert-butyldimethylsilyl)oxy)methyl)-1-((2-(trimethylsilyl)ethoxy)methyl)-1H-imidazole-2-carboxylic acid